2-((2S,3S)-3-benzyl-1,4-dioxaspiro[4.4]non-2-yl)ethanol C(C1=CC=CC=C1)[C@H]1[C@@H](OC2(O1)CCCC2)CCO